(S)-Boc-piperazinecarboxylic acid C(=O)(OC(C)(C)C)[C@H]1N(CCNC1)C(=O)O